4-chloro-3-ethoxy-8-hydroxy-5,6,7,8-tetrahydronaphthalene-2-carbonitrile ClC1=C(C(=CC=2C(CCCC12)O)C#N)OCC